n-Hexatetracontane CCCCCCCCCCCCCCCCCCCCCCCCCCCCCCCCCCCCCCCCCCCCCC